3-bromo-5-(3-chlorophenoxy)-1-methyl-1H-pyrazole-4-carbaldehyde BrC1=NN(C(=C1C=O)OC1=CC(=CC=C1)Cl)C